C1(=CC=CC=C1)[C@H](C)OC([C@@H](CC)CN1CCC1)=O (S)-2-(azetidin-1-ylmethyl)butanoic acid (S)-1-phenylethyl ester